CN1C(C2=C(C=C1)SC=C2NC(OC(C)(C)C)=O)=O Tert-butyl (5-methyl-4-oxo-4,5-dihydrothieno[3,2-c]pyridin-3-yl)carbamate